BrCCCCCCOCCCCC1=CC=CC=C1 (4-((6-bromohexyl)oxy)butyl)benzene